FC(C)(F)C1=NN(C(=C1C)C(=O)NC1=CC(=NC=C1)C(=O)N)CC1CCC12CCC2 4-(3-(1,1-difluoroethyl)-4-methyl-1-(spiro[3.3]heptan-1-ylmethyl)-1H-pyrazole-5-carboxamido)picolinamide